2-(4-fluoro-3,5-dimethylphenyl)-4-methyl-4,5,6,7-tetrahydropyrazolo[1,5-a]pyrazine FC1=C(C=C(C=C1C)C1=NN2C(C(NCC2)C)=C1)C